ethyl 2-amino-1,3-thiazole-5-carboxylate NC=1SC(=CN1)C(=O)OCC